C(C=C)(=O)N1CC(CCC1)N(C)C1NC(C=2C(=NC=C(C21)F)NC=2C=NN(C2)C)=O ((1-Acryloylpiperidin-3-yl)(methyl)amino)-7-fluoro-4-(1-methyl-1H-pyrazol-4-ylamino)-1H-pyrrolo[3,4-c]pyridine-3(2H)-one